C(C)(=O)OC=1C=C(C=C(C1I)OC(C)=O)C(C)O 1-(3,5-diacetoxy-4-iodophenyl)ethanol